1-(benzyloxy)-3-(benzylthio)benzene C(C1=CC=CC=C1)OC1=CC(=CC=C1)SCC1=CC=CC=C1